C(=O)(O)[C@@H](C)OC1=CC=C(C=C1)OP(O)(O)=O r-(+)-4-(1-carboxyethoxy)phenylphosphoric acid